(S,R) or (R,R)-N'-((8-cyano-1,2,3,5,6,7-hexahydro-s-indacen-4-yl)carbamoyl)-5-(1,2-dihydroxypropan-2-yl)-3-fluorothiophene-2-sulfonimidamide C(#N)C=1C=2CCCC2C(=C2CCCC12)NC(=O)N=[S@@](=O)(N)C=1SC(=CC1F)[C@](CO)(C)O |o1:18|